C(C)C1=CC=C(NC1=O)C1CC(C1)N1CCN(CC1)C=1C=CC(=NC1)C(=O)NC 5-(4-((1s,3s)-3-(5-ethyl-6-oxo-1,6-dihydropyridin-2-yl)cyclobutyl)piperazin-1-yl)-N-methylpicolinamide